C(C)C=1C(NC=2C=C(C=NC2C1)CN1[C@@H](CN(CC1)C=1C=CC(=NC1)C(=O)NC([2H])([2H])[2H])C)=O (R)-5-(4-((7-ethyl-6-oxo-5H-1,5-naphthyridin-3-yl)methyl)-3-methylpiperazine-1-yl)-N-(methyl-d3)pyridine-2-carboxamide